(3-(2-aminoethyl)aminopropyl)triethoxysilane NCCNCCC[Si](OCC)(OCC)OCC